CC([Si](=[Ti](NC12CCC(CC1)C2)C2(C(=C(C(=C2)C)C)C)C)C)C dimethyl-dimethylsilylene(tetramethylcyclopentadienyl)(norbornylamino)titanium